BrC1=NC2=C(N1)C=CC(=C2)Cl 2-bromo-5-chloro-1H-benzimidazole